9-{3-azido-5-O-[bis(4-methoxyphenyl)(phenyl)methyl]-3-deoxy-β-D-ribofuranosyl}-2-[(2-methylpropanoyl)amino]-1,9-dihydro-6H-purin-6-one N(=[N+]=[N-])[C@H]1[C@H]([C@@H](O[C@@H]1COC(C1=CC=CC=C1)(C1=CC=C(C=C1)OC)C1=CC=C(C=C1)OC)N1C=2N=C(NC(C2N=C1)=O)NC(C(C)C)=O)O